ClC1=C(C(=NC(=N1)C)N1CC=2C=C(C=NC2C(C1)(C)C)N1C=2N(CCC1)N=CC2)C 6-(6-chloro-2,5-dimethylpyrimidin-4-yl)-3-(6,7-dihydropyrazolo[1,5-a]pyrimidin-4(5H)-yl)-8,8-dimethyl-5,6,7,8-tetrahydro-1,6-naphthyridine